5-(3,4-dimethylphenyl)-2-methyl-1H-pyrrole-3-carboxylic acid CC=1C=C(C=CC1C)C1=CC(=C(N1)C)C(=O)O